(5-(thiophen-2-yl)-1,3,4-oxadiazol-2-yl)methylamine TFA salt OC(=O)C(F)(F)F.S1C(=CC=C1)C1=NN=C(O1)CN